methyl 4-bromo-2-ethoxybenzoate BrC1=CC(=C(C(=O)OC)C=C1)OCC